COC=1OC2=C(N1)C=CC=1CC[C@@H](C12)CCNC(C)=O (R)-N-[2-(2-methoxy-7,8-dihydro-6H-indeno[5,4-d][1,3]oxazol-8-yl)ethyl]acetamide